[Te]=O TELLURIUM-OXIDE